COC=1C=C(C#N)C=CC1NCC#C 3-methoxy-4-(prop-2-yn-1-ylamino)benzonitrile